CC=1SC2=NC=C(C=C2N1)NC1=CC=C(C=C1)[C@@H](C(F)(F)F)NC 2-methyl-N-(4-((S)-2,2,2-trifluoro-1-(methylamino)ethyl)phenyl)thiazolo[5,4-b]pyridin-6-amine